C(C)S(=O)C=1OC2=C(C=C(C=C2C(C1C)=O)C)C(C)NC1=C(C(=O)OC)C=CC=C1 methyl 2-[1-(2-ethylsulfinyl-3,6-dimethyl-4-oxo-chromen-8-yl)ethylamino]benzoate